ethyl-(2,4,6-trimethylbenzoyl)phenyl phosphinate [PH2](OC1=C(C(=CC=C1)CC)C(C1=C(C=C(C=C1C)C)C)=O)=O